(1S,3R,4S)-N-((R)-1-cyano-2-((S)-2-oxopiperidin-3-yl)ethyl)-2-((R)-3-cyclopropyl-2-((1-methyl-1H-pyrazol-4-yl)amino)propanoyl)-5,5-difluoro-2-azabicyclo[2.2.2]octane-3-carboxamide C(#N)[C@@H](C[C@H]1C(NCCC1)=O)NC(=O)[C@@H]1N([C@@H]2CC([C@H]1CC2)(F)F)C([C@@H](CC2CC2)NC=2C=NN(C2)C)=O